Cl.N[C@H](C(=O)O)CC1=CC=C(C=C1)C1=CSC2=C1N=CN=C2O[C@@H](C(F)(F)F)C2=C(C=C(C=C2)Cl)C=2CC(OC(C2)(C)C)(C)C (S)-2-amino-3-(4-(4-((R)-1-(4-chloro-2-(2,2,6,6-tetramethyl-3,6-dihydro-2H-pyran-4-yl)phenyl)-2,2,2-trifluoroethoxy)thieno[3,2-d]pyrimidine-7-yl)phenyl)propionic acid hydrochloride